C(C1=CC=CC=C1)OC1[C@@H](N[C@@H](C1)C)COC1CCC(CC1)C1=CC=CC=C1 (2S,5R)-3-(benzyloxy)-5-methyl-2-((((1s,4R)-4-phenylcyclohexyl)oxy)methyl)pyrrolidine